C1(=CC=CC2=CC=CC=C12)N(C1=CC=C(C=C1)C1=CC=C(C=C1)N(C1=CC=CC=C1)C1=CC=CC2=CC=CC=C12)C1=CC=CC=C1 (N,N'-Bis-1-naphthalenyl)-N,N'-bis-phenyl-(1,1'-biphenyl)-4,4'-diamine